2-chloro-8-(4-(1-isopropyl-4-(trifluoromethyl)-1H-imidazol-2-yl)benzyl)-5-methylpyrido[2,3-d]pyrimidin-7(8H)-one ClC=1N=CC2=C(N1)N(C(C=C2C)=O)CC2=CC=C(C=C2)C=2N(C=C(N2)C(F)(F)F)C(C)C